ClC1=CC=C(C=C1)C=1N=C2N(C=CC=N2)C1CN1CC2CCC(C1)N2C(=O)OCCC propyl 3-{[2-(4-chlorophenyl)imidazo[1,2-a]pyrimidin-3-yl]methyl}-3,8-diazabicyclo[3.2.1]octane-8-carboxylate